(R)-2-(((3-butyl-3-ethyl-5-(4-fluorophenyl)-7-methoxy-1,1-dioxido-2,3,4,5-tetrahydro-1,5-benzothiazepin-8-yl)methyl)thio)acetic acid C(CCC)[C@]1(CS(C2=C(N(C1)C1=CC=C(C=C1)F)C=C(C(=C2)CSCC(=O)O)OC)(=O)=O)CC